COC(N[C@H](C(=O)NC=1C(N(C=CC1)CC1=NC2=C(C(=NC=C2F)CCC(F)(F)F)N1)=O)CC\C=C\C(=O)N(C)C)=O Methyl-(S,E)-(7-(dimethylamino)-1-((1-((7-fluoro-4-(3,3,3-trifluoropropyl)-3H-imidazo[4,5-c]pyridin-2-yl)methyl)-2-oxo-1,2-dihydropyridin-3-yl)amino)-1,7-dioxohept-5-en-2-yl)carbamat